The molecule is an imidazole-4-carboxylic acid compound having a ureido substituent at the 5-position. It is an imidazole-4-carboxylic acid and a member of ureas. C1=NC(=C(N1)C(=O)O)NC(=O)N